1,2-propylendiamine C(C(C)N)N